(3R,4R)-1-Cyclopropylmethyl-4-{[5-(2,4-difluoro-phenyl)-isoxazole-3-carbonyl]-amino}-piperidine-3-carboxylic acid (1-pyridin-2-yl-cyclobutyl)-amide N1=C(C=CC=C1)C1(CCC1)NC(=O)[C@@H]1CN(CC[C@H]1NC(=O)C1=NOC(=C1)C1=C(C=C(C=C1)F)F)CC1CC1